C(C)(C)(C)C=1C=C(C=C(C1OC)C(C)(C)C)P(C1=C(C(=CC(=C1)OC)OC)C1=C(C=C(C=C1OC)OC)P(C1=CC(=C(C(=C1)C(C)(C)C)OC)C(C)(C)C)C1=CC(=C(C(=C1)C(C)(C)C)OC)C(C)(C)C)C1=CC(=C(C(=C1)C(C)(C)C)OC)C(C)(C)C (R)-[2-[2-bis(3,5-ditert-butyl-4-methoxyphenyl)phosphanyl-4,6-dimethoxyphenyl]-3,5-dimethoxyphenyl]-bis(3,5-ditert-butyl-4-methoxyphenyl)phosphane